4-methyl-6-(4-((2-methyl-3-(4-methyl-1-oxo-1,3-dihydroisobenzofuran-5-yl)piperazin-1-yl)methyl)-1H-pyrazol-1-yl)pyridine-3-carbonitrile CC1=C(C=NC(=C1)N1N=CC(=C1)CN1C(C(NCC1)C=1C(=C2COC(C2=CC1)=O)C)C)C#N